S1N=CC=C1CCN 2-(1,2-Thiazol-5-yl)ethan-1-amine